C(C)N1N=C(C=C1C(=O)N=C1SC2=C(N1)C(=CC(=C2)C(=O)N)OC)C 2-((1-ethyl-3-methyl-1H-pyrazole-5-carbonyl)imino)-4-methoxy-2,3-dihydrobenzo[d]thiazole-6-carboxamide